OC[C@@]1(O[C@H](COC1)N1C(NC(C(=C1)C)=O)=O)COC(C1=CC=CC=C1)=O benzoic acid [(2S,6R)-2-(hydroxymethyl)-6-(5-methyl-2,4-dioxo-pyrimidin-1-yl)-1,4-dioxane-2-yl]-methyl ester